4-(((6-methoxy-4-(4-nitrophenoxy)cinnolin-7-yl)oxy)methyl)piperidine-1-carboxylic acid tert-butyl ester C(C)(C)(C)OC(=O)N1CCC(CC1)COC1=C(C=C2C(=CN=NC2=C1)OC1=CC=C(C=C1)[N+](=O)[O-])OC